1-(3-(4-(benzylamino)-6-(pyridin-3-yl)pyrimidin-2-yl)piperidin-1-yl)propan-1-one C(C1=CC=CC=C1)NC1=NC(=NC(=C1)C=1C=NC=CC1)C1CN(CCC1)C(CC)=O